4-(difluoromethyl)-5-fluoro-2-((4-fluoro-2-methylphenyl)-amino)-N-(6-methoxy-2-methylpyridin-3-yl)benzamide FC(C1=CC(=C(C(=O)NC=2C(=NC(=CC2)OC)C)C=C1F)NC1=C(C=C(C=C1)F)C)F